FCCCN1C[C@H](CC1)OC1=CC=C(C=C1)C1=C(CCCC2=C1C=CC(=C2)O)C=2C=C1CCN(C1=CC2)C 5-[4-[(3S)-1-(3-fluoropropyl)pyrrolidin-3-yl]oxyphenyl]-6-(1-methyl-indolin-5-yl)-8,9-dihydro-7H-benzo[7]annulen-2-ol